(3-cyano-4-fluorophenyl)-5-(2-((3,3-difluoro-1-(methylcarbamoyl)cyclobutyl)amino)-2-oxoacetyl)-6-methyl-2,3-dihydro-1H-pyrrolizine-7-carboxamide C(#N)C=1C=C(C=CC1F)C1CCN2C(=C(C(=C12)C(=O)N)C)C(C(=O)NC1(CC(C1)(F)F)C(NC)=O)=O